(S)-(1-(4-(3-bromo-5-fluoro-2-methoxyphenyl)-6-chloropyridin-2-yl)pyrrolidin-3-yl)carbamic acid tert-butyl ester C(C)(C)(C)OC(N[C@@H]1CN(CC1)C1=NC(=CC(=C1)C1=C(C(=CC(=C1)F)Br)OC)Cl)=O